CC1=C(C=C(C=C1)C)CC(=O)O 2,5-dimethyl-phenylacetic acid